1-Isopropyl-3-methyl-1H-pyrazol-4-ol C(C)(C)N1N=C(C(=C1)O)C